N-methyl[1,3]thiazolo[4,5-c]pyridin-2-amine CNC=1SC2=C(C=NC=C2)N1